(R)-2-Hydroxy-4-phenyl-butyrat O[C@@H](C(=O)[O-])CCC1=CC=CC=C1